FC1=C(C=CC(=C1)OC1=CC(=NC=C1)N1C[C@@H]2[C@H](C1)COC2)NC2=NC=NC1=CC(=C(C=C21)OC2CCN(CC2)C(C=C)=O)OC 1-(4-((4-((2-fluoro-4-((2-((3aR,6aS)-tetrahydro-1H-furo[3,4-c]pyrrol-5(3H)-yl)pyridin-4-yl)oxy)phenyl)amino)-7-methoxyquinazolin-6-yl)oxy)piperidin-1-yl)prop-2-en-1-one